C(=O)(O)C=1C=C2C(C(=[N+](C2=CC1)CC)\C=C/1\C(C(=C1[O-])\C=C\1/N(C2=CC=C(C=C2C1(C)C)C(=O)O)CC)=O)(C)C (E)-4-((5-carboxy-1-ethyl-3,3-dimethyl-3H-indol-1-ium-2-yl)methylene)-2-(((Z)-5-carboxy-1-ethyl-3,3-dimethylindolin-2-ylidene) methyl)-3-oxocyclobut-1-en-1-olate